FC=1C(=CC(=NC1)N1N=C(C(=C1C)COC)C)OC1CN(C1)C=O (3-((5-fluoro-2-(4-(methoxymethyl)-3,5-dimethyl-1H-pyrazol-1-yl)pyridin-4-yl)oxy)azetidin-1-yl)methanone